CN1C=C(C=2C1=NC=CC2)C=2CNCCC2 1-methyl-3-(1,2,5,6-tetrahydropyridin-3-yl)-1H-pyrrolo[2,3-b]pyridine